OC1=C(C(=O)N2CC3=CC=CC(=C3C2)N(C(\C=C\CN(C)C)=O)CC)C=C(C(=C1)O)C (E)-N-(2-(2,4-Dihydroxy-5-methylbenzoyl)isoindolin-4-yl)-4-(dimethylamino)-N-ethylbut-2-enamide